CN1CCC2(CCNC2=O)CC1 8-methyl-2,8-diazaspiro[4.5]decane-1-one